(3S)-1-(4-{7-cyclopropyl-5-[(1R)-1-methyl-1,2,3,4-tetrahydroisoquinoline-2-carbonyl]-pyrazolo[1,5-a]pyrimidin-2-yl}-3-fluorophenyl)-N-methanesulfonylpyrrolidine-3-carboxamide C1(CC1)C1=CC(=NC=2N1N=C(C2)C2=C(C=C(C=C2)N2C[C@H](CC2)C(=O)NS(=O)(=O)C)F)C(=O)N2[C@@H](C1=CC=CC=C1CC2)C